NC1CCC(CC1)(O)CN1CCC(CC1)C1=CC2=C(N(C(N2C)=O)C2C(NC(CC2)=O)=O)C=C1 3-[5-[1-[(4-Amino-1-hydroxy-cyclohexyl)methyl]-4-piperidyl]-3-methyl-2-oxo-benzimidazol-1-yl]piperidine-2,6-dione